4-[5-chloro-6-oxo-2-(4-pyridyl)-1H-pyrimidin-4-yl]-1,4-diazepan-1-carbaldehyde ClC1=C(N=C(NC1=O)C1=CC=NC=C1)N1CCN(CCC1)C=O